2-aminospiro[5,6-dihydrocyclopenta[b]thiophene-4,3'-azetidine]-3-carbonitrile NC1=C(C2=C(S1)CCC21CNC1)C#N